(S)-N-(2-Methoxy-5-(((trans)-4-(trifluoromethyl)cyclohexyl)oxy)phenyl)-1-methyl-5-oxopyrrolidine-2-carboxamide COC1=C(C=C(C=C1)O[C@@H]1CC[C@H](CC1)C(F)(F)F)NC(=O)[C@H]1N(C(CC1)=O)C